Methyl {4,6-diamino-2-[5-fluoro-1-(2-fluorobenzyl)-1H-pyrazolo[3,4-b]pyridin-3-yl]pyrimidin-5-yl}carbamate ethane-1,2-disulphonate C(CS(=O)(=O)O)S(=O)(=O)O.NC1=NC(=NC(=C1NC(OC)=O)N)C1=NN(C2=NC=C(C=C21)F)CC2=C(C=CC=C2)F